N1N=CC=C1C(=O)N 5-pyrazoleformamide